[Zn].[Al] Aluminum-zinc